CN1N=CC=C1NC1=C(C(=O)N)C(=CC=N1)NC1=C(C=C(C=C1)N1CCOCC1)N(S(=O)(=O)C)C ((1-methyl-1H-pyrazol-5-yl)amino)-4-((2-(N-methylmethanesulfonamido)-4-morpholinophenyl)amino)nicotinamide